2-(1-(thien-2-yl)vinyl)-1-tosylaziridine S1C(=CC=C1)C(=C)C1N(C1)S(=O)(=O)C1=CC=C(C)C=C1